ClC1=CC=NC2=C(C=CC(=C12)C1=C(C=C(C=C1)F)Cl)C[C@@H](C(=O)O)NC(C1=C(C=CC=C1F)F)=O (S)-3-(4-chloro-5-(2-chloro-4-fluorophenyl)quinolin-8-yl)-2-(2,6-difluorobenzoylamino)propionic acid